dibromonitrilopropionamide BrC(C(=O)N)(C#N)Br